ClC1=CC(=C(COC2=CC=CC(=N2)C2=CC(=C(CC3=NC=4C(=NC(=CC4)C(=O)O)N3C[C@H]3OCC3)C=C2)F)C=C1)F (S)-2-(4-(6-((4-chloro-2-fluorobenzyl)oxy)pyridin-2-yl)-2-fluorobenzyl)-3-(oxetan-2-ylmethyl)-3H-imidazo[4,5-b]pyridine-5-carboxylic acid